FC(C)(F)C1=CC=C(C(=N1)C)S(=O)(=O)N1CC2(CN(C2)CC2(CCOCC2)O)C1 4-((6-((6-(1,1-difluoroethyl)-2-methylpyridin-3-yl)sulfonyl)-2,6-diazaspiro[3.3]heptan-2-yl)methyl)tetrahydro-2H-pyran-4-ol